4-[4-(2-Methoxyphenyl)piperidin-1-yl]-1-methyl-2-oxo-1,2-dihydro-quinoline-3-carbonitrile COC1=C(C=CC=C1)C1CCN(CC1)C1=C(C(N(C2=CC=CC=C12)C)=O)C#N